ClC1=C(C=C2C=C(N=CC2=C1)NC(=O)[C@H]1CC12CCOCC2)N2CCN(CC2)[C@@]2(COC[C@@H]2O)CC (S)-N-(7-chloro-6-(4-((3R,4R)-3-ethyl-4-hydroxytetrahydrofuran-3-yl)piperazin-1-yl)isoquinolin-3-yl)-6-oxaspiro[2.5]octane-1-carboxamide